N1(CCCCCC1)CCCO 1-azepanepropanol